3-[[4-chloro-7-(4-fluoro-2-methoxy-phenyl)thieno[3,2-c]pyridine-6-carbonyl]amino]-4-oxo-piperidine-1-carboxylic acid tert-butyl ester C(C)(C)(C)OC(=O)N1CC(C(CC1)=O)NC(=O)C1=C(C2=C(C(=N1)Cl)C=CS2)C2=C(C=C(C=C2)F)OC